tert-Butyl (R)-(1-(3-amino-1-methyl-1H-indazol-6-yl)pyrrolidin-3-yl)carbamate NC1=NN(C2=CC(=CC=C12)N1C[C@@H](CC1)NC(OC(C)(C)C)=O)C